C(=O)O.C(C=C)(=O)N1[C@H](CN(CC1)C1=NC(=NC=2C=C(CCC12)C1=CC=CC2=CC=CC(=C12)C)OC[C@H]1N(CCC1)C)CC#N 2-((S)-1-propenoyl-4-(7-(8-methylnaphthalen-1-yl)-2-(((S)-1-methylpyrrolidin-2-yl)methoxy)-5,6-dihydroquinazolin-4-yl)piperazin-2-yl)acetonitrile formate